2-bis-bromomethyl-3-nitrobenzene BrC(C1=CC=CC=C1[N+](=O)[O-])Br